C(#C)[C@@H]1OC(O[C@H]1\C=C\CCCCCC)(C)C (4S,5S)-4-ethynyl-2,2-dimethyl-5-((E)-oct-1-en-1-yl)-1,3-dioxolane